(R)-2-azetidinmethanol N1[C@H](CC1)CO